FC(C1=CC=CC(=N1)C(=O)N)(F)F 6-(trifluoromethyl)-picolinamide